C(=O)(O)CN([C@@H](CCCCN)C(=O)O)CC(=O)O N,N-dicarboxymethyllysine